FC(N1N=CC(=C1)C(=O)N1CC2=C(C=C(C=C2CC1)C=1C=C2C(=NC1)NC=C2C)[C@H]2N(CCC2)C(=O)OC(C)(C)C)F tert-butyl (S)-2-[2-(1-(difluoromethyl)-1H-pyrazole-4-carbonyl)-6-(3-methyl-1H-pyrrolo[2,3-b]pyridin-5-yl)-1,2,3,4-tetrahydroisoquinolin-8-yl]pyrrolidine-1-carboxylate